C1=CC(=C(C=C1C[C@@H](C(=O)O)N)Cl)O The molecule is a chloroamino acid comprising a tyrosine core with a chloro- substituent ortho to the phenolic hydroxy group. It has a role as a biomarker and a human metabolite. It is a chloroamino acid, a member of monochlorobenzenes, a L-tyrosine derivative and a non-proteinogenic L-alpha-amino acid.